methyl (4-(4-(difluoromethyl)phenoxy)benzoyl)glycinate FC(C1=CC=C(OC2=CC=C(C(=O)NCC(=O)OC)C=C2)C=C1)F